ClC1=CC(=C(C=N1)C1=NC=C(C=C1F)CN1[C@@H]([C@H](C1)CS(=O)(=O)C)C)NCC[C@@H](C)O (R)-4-((6'-chloro-3-fluoro-5-(((2R,3S)-2-methyl-3-((methylsulfonyl)methyl)azetidin-1-yl)methyl)-[2,3'-bipyridin]-4'-yl)amino)butan-2-ol